C(#N)C1=CC=C(CNC(=O)C2=NN(C=3C(N(CCC32)CC3(CC3)S(=O)(=O)C(COC[C@@H](C)O)(C)C)=O)C)C=C1 |o1:30| (R)- or (s)-N-(4-Cyanobenzyl)-6-((1-((1-(2-hydroxypropoxy)-2-methylpropan-2-yl)sulfonyl)cyclopropyl)methyl)-1-methyl-7-oxo-4,5,6,7-tetrahydro-1H-pyrazolo[3,4-c]pyridine-3-carboxamide